ethyl 2-(2-(2-chloro-5-(trifluoromethyl)benzoyl)hydrazineyl)-2-oxoacetate ClC1=C(C(=O)NNC(C(=O)OCC)=O)C=C(C=C1)C(F)(F)F